Cl.CC1=C(CC2OC(C3=CC(=CC=C23)N2CCNCC2)=O)C=CC(=C1)OC(F)(F)F (-)-3-(2-methyl-4-(trifluoromethoxy)benzyl)-6-(piperazin-1-yl)isobenzofuran-1(3H)-one hydrochloride